C[C@]12[C@H](CC=3C(=NNC3C1)C=1NC3=C(N1)C=CC(=C3)C(=O)O)C2 2-[(4aS,5aR)-5a-methyl-1H,4H,4aH,5H,6H-cyclopropa[f]indazol-3-yl]-3H-1,3-benzodiazole-5-carboxylic acid